3-chloro-4-methylbenzoic acid methyl ester COC(C1=CC(=C(C=C1)C)Cl)=O